C(C)[C@@H]1N(CCCC1)C(C[C@@H](C(=O)N[C@@H](C)C1=NC2=C(N1)C=CC=C2F)NC2=NC(=NO2)CC2=CC=C(C=C2)F)=O (2S)-4-[(2S)-2-ethyl-1-piperidyl]-N-[(1S)-1-(4-fluoro-1H-benzimidazol-2-yl)ethyl]-2-[[3-[(4-fluorophenyl)methyl]-1,2,4-oxadiazol-5-yl]amino]-4-oxo-butanamide